C(C)(C)(C)OC(=O)N1CCC2(C[C@@H](N(C2=O)C)CCN2[C@@H](CN(CC2)C2=CC=C(C=C2)F)C)CC1 (R)-3-(2-((R)-4-(4-fluorophenyl)-2-methylpiperazin-1-yl)ethyl)-2-methyl-1-oxo-2,8-diazaspiro[4.5]decane-8-carboxylic acid tert-butyl ester